BrC1=C(C=C(NC2=NC=C(C(=N2)N[C@@H]2COCC[C@H]2C#N)C)C=C1)CO (trans)-3-[[2-[4-bromo-3-(hydroxymethyl)anilino]-5-methyl-pyrimidin-4-yl]amino]tetrahydropyran-4-carbonitrile